4-[2-carbamoyl-4-[2-chloro-4-(2-fluoroprop-2-enamido)phenyl]-5-methyl-1H-pyrrol-3-yl]-2-methoxy-benzoic acid C(N)(=O)C=1NC(=C(C1C1=CC(=C(C(=O)O)C=C1)OC)C1=C(C=C(C=C1)NC(C(=C)F)=O)Cl)C